NCCC[SiH2]OC 3-Aminopropylmethoxysilane